C1(CC1)C1=CC(=NN1)NC(C(C)C=1C=C(C=CC1)C1=CN=CC(=N1)NC(C=CCN1CCCC1)=O)=O N-(6-(3-(1-((5-cyclopropyl-1H-pyrazol-3-yl)amino)-1-oxopropan-2-yl)phenyl)pyrazin-2-yl)-4-(pyrrolidin-1-yl)but-2-enamide